methyl 8-bromo-9-(4-iodophenyl)-6,7-dihydro-5H-benzo[7]annulene-3-carboxylate BrC=1CCCC2=C(C1C1=CC=C(C=C1)I)C=CC(=C2)C(=O)OC